C1(=CC=CC=C1)C=1C(=CC=CC1)C1=CC=CC=C1 [1,1':2',1'']terphenyl